6-[5-[2-(2-methyl-1,3-dioxolan-2-yl)ethyl]-2-oxo-oxazolidin-3-yl]-4-(2-trimethylsilylethoxymethyl)pyrazino[2,3-b][1,4]oxazin-3-one CC1(OCCO1)CCC1CN(C(O1)=O)C1=NC2=C(OCC(N2COCC[Si](C)(C)C)=O)N=C1